OC(CCO)COC 3-hydroxy-4-methoxybutanol